2,2-difluoro-(fluorosulfonyl)acetic acid FC(C(=O)O)(F)S(=O)(=O)F